BrC1=C2C=C3N(C2=C(C(=C1)Cl)Cl)CC(CC3)=O 1-bromo-3,4-dichloro-8,9-dihydropyrido[1,2-a]indol-7(6H)-one